NCC1=CC=C(C=C1)C=1C=CC=2N(C1)C(=CN2)C(=O)NC2=C(C=CC=C2)Cl 6-(4-(Aminomethyl)phenyl)-N-(2-chlorophenyl)imidazo[1,2-a]pyridine-3-carboxamide